OC(C)(C)C=1C=C(C=C2C(N(C(=NC12)N1CCOCC1)C)=O)C 8-(2-hydroxypropan-2-yl)-3,6-dimethyl-2-morpholinoquinazolin-4(3H)-one